4-(1-(2-(dimethylamino)ethyl)-5-(2,6-dimethylphenoxy)-2-oxo-1,2-dihydropyridin-4-yl)-6-methyl-1,6-dihydro-7H-pyrrolo[2,3-c]pyridin-7-one CN(CCN1C(C=C(C(=C1)OC1=C(C=CC=C1C)C)C=1C2=C(C(N(C1)C)=O)NC=C2)=O)C